gamma-L-glutamyl-histamine N[C@@H](CCC(=O)NCCC1=CNC=N1)C(=O)O